COC=1C=C(C=O)C=CC1OCCN1CCN(CC1)C 3-methoxy-4-[2-(4-methylpiperazino)ethoxy]benzaldehyde